2-methylene-4-oxo-4-((1-(4-(trifluoromethyl)phenyl)prop-2-yn-1-yl)oxy)butanoic acid C=C(C(=O)O)CC(OC(C#C)C1=CC=C(C=C1)C(F)(F)F)=O